1-p-methylbenzyl-quinoxaline CC1=CC=C(CN2CC=NC3=CC=CC=C23)C=C1